O3-tert-butyl O1-ethyl propanedioate C(CC(=O)OC(C)(C)C)(=O)OCC